CC1(CCC=2C1=NC1=C(C2NC(=O)N=[S@](=O)(N)C2=NN(C(=C2)CO)C(C)C)CCC1)C |r| (R)- and (S)-N'-((3,3-dimethyl-1,2,3,5,6,7-hexahydrodicyclopenta[b,e]pyridin-8-yl)carbamoyl)-5-(hydroxymethyl)-1-isopropyl-1H-pyrazole-3-sulfonimidamide